(5-(2,4-difluoro-3-hydroxyphenyl)thiophen-2-yl)(2,4,6-trifluoro-3-hydroxyphenyl)methanone FC1=C(C=CC(=C1O)F)C1=CC=C(S1)C(=O)C1=C(C(=C(C=C1F)F)O)F